(2,3-dihydrofuro[2,3-b]pyridin-6-yl)ethan-1-one O1CCC=2C1=NC(=CC2)C(C)=O